OC1CC2=C(N(C(=N2)C)C2=C(C=CC3=CN(N=C23)CC2=C3C=CNC3=C(C=C2S(=O)(=O)C)C)C#N)CC1 7-(5-hydroxy-2-methyl-4,5,6,7-tetrahydro-1H-benzo[d]imidazol-1-yl)-2-((7-methyl-5-(methylsulfonyl)-1H-indol-4-yl)methyl)-2H-indazole-6-carbonitrile